3-chloro-N-(4-chloro-2,6-diisopropylphenyl-carbamoyl)-5-(2-hydroxypropan-2-yl)benzenesulfonamide ClC=1C=C(C=C(C1)C(C)(C)O)S(=O)(=O)NC(NC1=C(C=C(C=C1C(C)C)Cl)C(C)C)=O